C(C)[C@H]1N(C[C@@H](N(C1)C=1C=2N=C(N(C2N(C(N1)=O)C)C[C@H]1OCC[C@@H]1O)C)C)[C@H](CC)C1=CC=C(C=C1)C(F)(F)F 6-((2S,5R)-5-ethyl-2-methyl-4-((R)-1-(4-(trifluoromethyl)phenyl)propyl)piperazin-1-yl)-9-(((2R,3S)-3-hydroxytetrahydrofuran-2-yl)methyl)-3,8-dimethyl-3,9-dihydro-2H-purin-2-one